N-(2,6-difluoro-3-(5-(pyridin-3-yl)-1H-pyrrolo[2,3-b]pyridine-3-carbonyl)phenyl)-3,3,3-trifluoropropane-1-sulfonamide FC1=C(C(=CC=C1C(=O)C1=CNC2=NC=C(C=C21)C=2C=NC=CC2)F)NS(=O)(=O)CCC(F)(F)F